FC1(CN(CCC1)C1CCC(CC1)C=1C=C2C(=C(NC2=CC1)C=1C=C(C=2N(C1)N=CN2)OC)C(C)C)F 6-(5-(4-(3,3-difluoropiperidin-1-yl)cyclohexyl)-3-isopropyl-1H-indol-2-yl)-8-methoxy-[1,2,4]triazolo[1,5-a]pyridine